4-((2-Acetylphenyl)sulfonyl)-1-(3-(4-chloro-3,5-dimethylphenoxy)propyl)-3,5-dimethyl-1H-Pyrrole-2-carboxylic acid C(C)(=O)C1=C(C=CC=C1)S(=O)(=O)C=1C(=C(N(C1C)CCCOC1=CC(=C(C(=C1)C)Cl)C)C(=O)O)C